3-methyl 1-tert-butyl (3S,4S)-4-(5-fluoropyridin-2-yl)pyrrolidine-1,3-dicarboxylate FC=1C=CC(=NC1)[C@H]1[C@@H](CN(C1)C(=O)OC(C)(C)C)C(=O)OC